(6S)-N'-((2,4-diisopropyl-6-methoxypyridin-3-yl)carbamoyl)-6-methoxy-6,7-dihydro-5H-pyrazolo[5,1-b][1,3]oxazine-3-sulfonimidamide C(C)(C)C1=NC(=CC(=C1NC(=O)N=S(=O)(N)C=1C=NN2C1OC[C@H](C2)OC)C(C)C)OC